OC(CCCCCCCCCCCCCCCCCCC(=O)O)CCCC 20-Hydroxy-tetracosanoic acid